[4-(4-Fluoro-3-methyl-phenyl)sulfonyl-morpholin-2-yl]-N-(2-hydroxyethyl)benzothiophen-2-carboxamid FC1=C(C=C(C=C1)S(=O)(=O)N1CC(OCC1)C1=C(SC2=C1C=CC=C2)C(=O)NCCO)C